(R)-1-(4-(2-methoxybenzyl)piperazin-1-yl)-2-(methylamino)-2-(1-phenethylpiperidin-4-yl)ethan-1-one hydrochloride Cl.COC1=C(CN2CCN(CC2)C([C@@H](C2CCN(CC2)CCC2=CC=CC=C2)NC)=O)C=CC=C1